CC1(CCC(CC1)=NO)C 4,4-dimethylcyclohexan-1-one oxime